FC1(CN(C1)CCC=1C(=NC(=NC1)O)C(F)(F)F)C 5-(2-(3-fluoro-3-methylazetidin-1-yl)ethyl)-4-(trifluoromethyl)pyrimidin-2-ol